hydroxy-N-allylaniline ON(C1=CC=CC=C1)CC=C